3,4-bis(di-methylphosphino)-2-phenylphosphino-thiophene CP(C1=C(SC=C1P(C)C)PC1=CC=CC=C1)C